5-Chloro-3-((3,5-difluoro-[1,1'-biphenyl]-4-yl)methyl)isoxazole ClC1=CC(=NO1)CC1=C(C=C(C=C1F)C1=CC=CC=C1)F